(±)-1-fluoro-N-(3-(trifluoromethoxy)phenyl)-6,7,8,9-tetrahydro-5H-5,8-epiminocyclohepta[c]pyridine-10-carboxamide FC1=NC=CC2=C1CC1CCC2N1C(=O)NC1=CC(=CC=C1)OC(F)(F)F